(1s)-hydroxystearate OC(C(=O)[O-])CCCCCCCCCCCCCCCC